C(C)(C)OCCN1CCN(CC1)C1=CC(=NC=C1)NC=1SC2=NC(=CC=C2N1)C=1C=NNC1C N-(4-(4-(2-isopropoxy-ethyl)piperazin-1-yl)pyridin-2-yl)-5-(5-methyl-1H-pyrazol-4-yl)thiazolo[5,4-b]-pyridin-2-amine